NC1=CC2=C(N(N=C2C2=C1C(NC2=O)(O)C2=C(C=CC(=C2)F)Cl)C)\C=C\OCC (E)-5-amino-6-(2-chloro-5-fluorophenyl)-3-(2-ethoxyvinyl)-6-hydroxy-2-methyl-6,7-dihydropyrrolo[3,4-g]indazol-8(2H)-one